C(C)(=O)N[C@@H]([C@H](O)C)C(=O)O Acetyl-L-threonin